(S)-(4-chloro-3,5-difluoro-1H-indol-2-yl)(4-(4,4-dimethyloxetane-2-carbonyl)piperazin-1-yl)methanone ClC1=C2C(=C(NC2=CC=C1F)C(=O)N1CCN(CC1)C(=O)[C@H]1OC(C1)(C)C)F